4-[[4-[[(1S)-2-hydroxy-1-phenyl-ethyl]amino]-5-(1,2,4-oxadiazol-5-yl)pyrimidin-2-yl]amino]-2-methyl-benzamide OC[C@H](C1=CC=CC=C1)NC1=NC(=NC=C1C1=NC=NO1)NC1=CC(=C(C(=O)N)C=C1)C